2,4-di-cumylphenyl-pentaerythritol diphosphite OP(O)OP(O)O.C(C)(C)(C1=CC=CC=C1)C1=C(C=CC(=C1)C(C)(C)C1=CC=CC=C1)C(O)C(CO)(CO)CO